Tert-butyl ((1R,3S)-3-((5-chloro-4-(4,5,6,7-tetrahydropyrazolo[1,5-a]pyridin-3-yl)pyridin-2-yl)carbamoyl)cyclohexyl)carbamate ClC=1C(=CC(=NC1)NC(=O)[C@@H]1C[C@@H](CCC1)NC(OC(C)(C)C)=O)C=1C=NN2C1CCCC2